7-((4-(1-(cyclopropylmethyl)-1H-benzo[d]imidazol-2-yl)piperidin-1-yl)methyl)-3-(2-fluorophenyl)-1-methyl-1H-indazole C1(CC1)CN1C(=NC2=C1C=CC=C2)C2CCN(CC2)CC=2C=CC=C1C(=NN(C21)C)C2=C(C=CC=C2)F